1-[(benzyloxy)carbonyl]-4-(2-methylpropan-2-en-1-yl)piperidine-4-carboxylic acid C(C1=CC=CC=C1)OC(=O)N1CCC(CC1)(C(=O)O)CC(=C)C